CNCC(C(C(C(C)O)O)O)O 1-(methylamino)hexane-2,3,4,5-tetraol